N1(CCNCC1)C=1N=C(C2=C(N1)C=NC=N2)N (piperazin-1-yl)-[1,3]diazino[5,4-d]pyrimidin-4-amine